ethyl 2-[3-(4,4,5,5-tetramethyl-1,3,2-dioxaborolan-2-yl)-2-pyridyl]acetate CC1(OB(OC1(C)C)C=1C(=NC=CC1)CC(=O)OCC)C